O=C1N(C2C=C(CN1C2)N2N=CN=C2)OS(=O)(=O)[O-] [7-oxo-3-(1,2,4-triazol-1-yl)-1,6-diazabicyclo[3.2.1]oct-3-en-6-yl]-sulfat